6-bromo-N-(1-(hydroxyimino)ethyl)-2-methylquinazoline-4-carboxamide BrC=1C=C2C(=NC(=NC2=CC1)C)C(=O)NC(C)=NO